BrC=1C=CC(=C(NC[C@@H](CCCO)C)C1)[N+](=O)[O-] (4R)-5-(5-bromo-2-nitro-anilino)-4-methyl-pentan-1-ol